C1(CCCC1)NC1=NC(=NC=C1C)NC1(C2=C(B(O1)O)C=CC=C2)C ((4-(Cyclopentylamino)-5-methylpyrimidin-2-yl)amino)-3-methylbenzo[c][1,2]oxaborole-1(3H)-ol